CC(C=O)(C)C TRIMETHYLACETALDEHYDE